O=C1N(C[C@H](C1)CCC)C(C(=O)N)CC 2-((S)-2-oxo-4-propyl-pyrrolidin-1-yl)butyramide